(1R,3S)-1-((2'-(benzyloxy)-2,4-difluoro-[1,1'-biphenyl]-3-yl)methyl)-3-(methylsulfonamido)cyclopentane-1-carboxamide C(C1=CC=CC=C1)OC1=C(C=CC=C1)C1=C(C(=C(C=C1)F)C[C@]1(C[C@H](CC1)NS(=O)(=O)C)C(=O)N)F